N(N)C1=NC=CC=C1C(=O)O hydrazinylpyridine-3-carboxylic acid